r-biphenyl-4,4'-bisphosphonic acid C1(=CC=C(C=C1)P(O)(=O)O)C1=CC=C(C=C1)P(O)(=O)O